4-methylenedioxy-N-ethyl-amphetamine C1OC2=CC=C(CC(NCC)C)C=C2O1